(S)-N-(2-(2-cyanopyrrolidin-1-yl)-2-oxoethyl)quinoline-4-carboxamide tert-butyl-((1-(2-((2-(2,6-dioxopiperidin-3-yl)-1-oxoisoindolin-4-yl)amino)ethyl)cyclohexyl)methyl)carbamate C(C)(C)(C)N(C(O)=O)CC1(CCCCC1)CCNC1=C2CN(C(C2=CC=C1)=O)C1C(NC(CC1)=O)=O.C(#N)[C@H]1N(CCC1)C(CNC(=O)C1=CC=NC2=CC=CC=C12)=O